Methyl (2S)-2-[bis(tert-butoxycarbonyl)amino]-5-hydroxy-pentanoate C(C)(C)(C)OC(=O)N([C@H](C(=O)OC)CCCO)C(=O)OC(C)(C)C